(R)-7-((6-((dimethylamino)methyl)-5-(tetrahydrofuran-3-yl)pyridin-2-yl)amino)-4-(1-methyl-1H-pyrrolo[2,3-b]pyridin-4-yl)-2,3-dihydro-1H-pyrrolo[3,4-c]pyridin-1-one CN(C)CC1=C(C=CC(=N1)NC=1C2=C(C(=NC1)C1=C3C(=NC=C1)N(C=C3)C)CNC2=O)[C@@H]2COCC2